2'-methyl-[1,1'-biphenyl]-2-sulfonamide CC1=C(C=CC=C1)C=1C(=CC=CC1)S(=O)(=O)N